C(C)(=O)SCC(C(=O)N[C@H](C(=O)OCC)CCSC)CC1=C(C=CC=C1)C ethyl (2S)-2-[[2-(acetylsulfanylmethyl)-3-(2-methylphenyl)propanoyl]amino]-4-methylsulfanylbutanoate